CC(C(=O)O)(CC=1C=NC(=C(C1)CN1S(C2=C(OC3(C1)CCOCC3)N=CC(=C2)C)(=O)=O)C)C 2,2-dimethyl-3-(6-methyl-5-((8'-methyl-1',1'-dioxido-2,3,5,6-tetrahydrospiro[pyran-4,4'-pyrido[2,3-b][1,4,5]oxathiazepin]-2'(3'H)-yl)methyl)pyridin-3-yl)propanoic acid